1-(m-tolyl)-N-[[2-(1-piperidyl)-4-pyridyl]methyl]methanamin C1(=CC(=CC=C1)CNCC1=CC(=NC=C1)N1CCCCC1)C